ClC1=NC=C(C(=C1F)C1=C(C=NC(=C1)C)C(=O)NC1=NN=C(S1)C(=O)N(C)C1CCC(CC1)OC1CC1)OC 5-(2'-chloro-3'-fluoro-5'-methoxy-6-methyl-[4,4'-bipyridine]-3-carboxamido)-N-((1r,4r)-4-cyclopropoxycyclohexyl)-N-methyl-1,3,4-thiadiazole-2-carboxamide